(S)-(3-(methyl(phenethyl)amino)piperidin-1-yl)(3,3,5-trimethyl-2,3-dihydro-1H-pyrrolo[3,2-b]pyridin-1-yl)methanone CN([C@@H]1CN(CCC1)C(=O)N1CC(C2=NC(=CC=C21)C)(C)C)CCC2=CC=CC=C2